C1(CC1)S(=O)(=O)NC1=NC=CC(=N1)C(C(=O)NC1=C(C=C(C(=C1)F)C1=NC(=CN=C1)OCC)OC)(C)C 2-(2-(cyclopropanesulfonylamino)pyrimidin-4-yl)-N-(4-(6-ethoxypyrazin-2-yl)-5-fluoro-2-methoxyphenyl)-2-methylpropanamide